4,4'-dimethoxybiphenyl tert-butyl-(3aR,5r,6aS)-5-cyanohexahydrocyclopenta[c]pyrrole-2(1H)-carboxylate C(C)(C)(C)OC(=O)N1C[C@@H]2[C@H](C1)CC(C2)C#N.COC2=CC=C(C=C2)C2=CC=C(C=C2)OC